methyl-5H,6H,7H,8H-pyrido[4,3-d]pyrimidin-2-amine CC=1C2=C(N=C(N1)N)CCNC2